tert-butyl 4-[5-(4,4,5,5-tetramethyl-1,3,2-dioxaborolan-2-yl)pyrimidin-2-yl]piperidine-1-carboxylate CC1(OB(OC1(C)C)C=1C=NC(=NC1)C1CCN(CC1)C(=O)OC(C)(C)C)C